N-(2-bromo-4-pyridyl)prop-2-enamide BrC1=NC=CC(=C1)NC(C=C)=O